CC1C(=CC2=CC(=CC=C12)C)[Li] 1,5-Dimethylindenyllithium